CC([C@@H](C(=O)N1[C@@H](C[C@H](C1)O)C(=O)N[C@@H](C)C1=CC=C(C=C1)C1=C(N=CS1)C)NC(CN1CC(C1)OCCCC1CCNCC1)=O)(C)C (2S,4R)-1-[(2S)-3,3-dimethyl-2-[[2-[3-[3-(4-piperidyl)propoxy]azetidin-1-yl]acetyl]amino]butanoyl]-4-hydroxy-N-[(1S)-1-[4-(4-methylthiazol-5-yl)phenyl]ethyl]pyrrolidine-2-carboxamide